CCCC=CC(=C)O heptadien-2-ol